C(C)(C)(C)N1N=CC(=C1C(=O)NCCC1=CC=C(C=C1)C1=NOC(=N1)C(Cl)(Cl)Cl)C(C1=CC(=CC=C1)Cl)=O 1-(tert-butyl)-4-(3-chlorobenzoyl)-N-(4-(5-(trichloromethyl)-1,2,4-oxadiazol-3-yl)phenethyl)-1H-pyrazole-5-carboxamide